Cl.C(C)N=C=NCCCN(C)C 1-ethyl-(3-dimethylaminopropyl)carbodiimide-HCl